C(C)(=O)N[C@@H]1C(N[C@H](C(N[C@@H](CCCCNC(C1)=O)C(=O)N[C@H](C(=O)C=1SC2=C(N1)C=CC=C2)CCCNC(=N)N)=O)C)=O (3S,6S,14S)-6-acetamido-N-((S)-1-(benzo[d]thiazol-2-yl)-5-guanidino-1-oxopentan-2-yl)-3-methyl-2,5,8-trioxo-1,4,9-triazacyclotetradecane-14-carboxamide